C(C=C)(=O)SCC(SCC)CSCC 4-acryloylthiomethyl-3,6-dithiaoctane